2-chloro-5-methoxy-N-methyl-N-(4-(pyridin-2-yl)benzyl)pyrimidin-4-amine ClC1=NC=C(C(=N1)N(CC1=CC=C(C=C1)C1=NC=CC=C1)C)OC